p-toluidine-2-sulfonic acid NC=1C(=CC(=CC1)C)S(=O)(=O)O